2-(4-methylbenzyl)-7-azaspiro[3.5]nonan CC1=CC=C(CC2CC3(C2)CCNCC3)C=C1